CC1=CC=C(C=C1)S(=O)(=O)ON=C1SC=CC1=C(C#N)C1=C(C=CC=C1)C 2-[2-(4-methylphenyl-sulfonyloxyimino)thiophen-3(2H)-ylidene]-2-(2-methylphenyl)acetonitrile